ClC1=CC=CC=2OC3=C(C21)C=CC=C3F 1-Chloro-6-fluorodibenzo[b,d]furan